O[C@@]1([C@H](CCC1)N1C(C(=CC2=C1N=C(N=C2)NC2C(CN(CC2([2H])[2H])S(=O)(=O)C)([2H])[2H])C([2H])(F)F)=O)C (+)-8-((1S,2S)-2-hydroxy-2-methylcyclopentyl)-6-(difluoromethyl-d)-2-((1-(methylsulfonyl)piperidin-4-yl-3,3,5,5-d4)-amino)pyrido[2,3-d]pyrimidin-7(8H)-one